3-(1-(2,2-difluoroethyl)pyrrolidin-3-yl)-7-methyl-4-(methyl-d3)-3,4-dihydro-5H-pyrazolo[3,4-c]isoquinolin-5-one FC(CN1CC(CC1)N1N=CC2=C1N(C(C=1C=C(C=CC21)C)=O)C([2H])([2H])[2H])F